ClC1=CC(=C(C=C1F)C1C(CN(CC1)C(=O)OC(C)(C)C)=O)F Tert-butyl 4-(4-chloro-2,5-difluoro-phenyl)-3-oxo-piperidine-1-carboxylate